(4-{[2-(cyclopropanecarboxamido)pyridin-4-yl]oxy}-3-fluorophenyl)-1-(4-fluorophenyl)-1H-imidazole-4-carboxamide C1(CC1)C(=O)NC1=NC=CC(=C1)OC1=C(C=C(C=C1)C=1N(C=C(N1)C(=O)N)C1=CC=C(C=C1)F)F